1-{5-(ethylsulfonyl)-6-[7-methyl-3-(pentafluoroethyl)-7H-imidazo[4,5-c]pyridazin-6-yl]pyridin-2-yl}-3-methylurea C(C)S(=O)(=O)C=1C=CC(=NC1C1=NC2=C(N=NC(=C2)C(C(F)(F)F)(F)F)N1C)NC(=O)NC